5-amino-8-[2-(hydroxymethyl)-6-methoxy-4-pyridinyl]-2-[(5-methyloxazol-4-yl)methyl]-7-phenyl-[1,2,4]triazolo[4,3-c]pyrimidin-3-one NC1=NC(=C(C=2N1C(N(N2)CC=2N=COC2C)=O)C2=CC(=NC(=C2)OC)CO)C2=CC=CC=C2